COC=1C=C2C(=NC=NC2=CC1OC)N1CCC(CC1)CN[S@@](=O)(=N)C (S)-N-((1-(6,7-dimethoxyquinazolin-4-yl)piperidin-4-yl)methyl)methanesulfonimidamide